3-(5-bromo-3-nitro-2-pyridyl)propanoic acid BrC=1C=C(C(=NC1)CCC(=O)O)[N+](=O)[O-]